Ethyl 2-(cyclopropylmethyl)-3-(2,4-dichlorophenyl)-6-(4-(hydroxycarbamoyl)benzyl)-3,6-dihydro-2H-1,2,6-thiadiazine-4-carboxylate 1,1-dioxide C1(CC1)CN1S(N(C=C(C1C1=C(C=C(C=C1)Cl)Cl)C(=O)OCC)CC1=CC=C(C=C1)C(NO)=O)(=O)=O